C(=C)(C)C=1OCCN1 2-isopropenyl-4,5-dihydro-1,3-oxazole